N1=CN=C(C2=C1NC=C2)C2CCN(CC2)C(=O)N 4-(7H-pyrrolo[2,3-d]pyrimidin-4-yl)-piperidin-1-yl-carboxamide